5-[1-(6-amino-5-methyl-3-pyridyl)-3-(trifluoromethyl)pyrazol-4-yl]-N-[3-chloro-4-[4-(piperidine-4-carbonyl)piperazine-1-carbonyl]phenyl]-1-methyl-imidazole-2-carboxamide NC1=C(C=C(C=N1)N1N=C(C(=C1)C1=CN=C(N1C)C(=O)NC1=CC(=C(C=C1)C(=O)N1CCN(CC1)C(=O)C1CCNCC1)Cl)C(F)(F)F)C